C1(=CC=CC=C1)N1CCC(CC1)C1=NNC(=C1)C=1C=CNC1 4-(3-(1-phenylpiperidin-4-yl)-1H-pyrazol-5-yl)-1H-pyrrole